2-((5-(3,4-dichlorobenzyl)-4-methylthiazol-2-yl)amino)-2-oxoethyl methylsulfamate CNS(OCC(=O)NC=1SC(=C(N1)C)CC1=CC(=C(C=C1)Cl)Cl)(=O)=O